2,4,6-tris(3-(pyridin-3-yl)phenyl)-1,3,5-triazine N1=CC(=CC=C1)C=1C=C(C=CC1)C1=NC(=NC(=N1)C1=CC(=CC=C1)C=1C=NC=CC1)C1=CC(=CC=C1)C=1C=NC=CC1